O=C1NC(CC[C@@H]1C1=C(C=C(C=C1F)N1C[C@H](C(C1)(C)C)C(=O)O)F)=O (S)-1-(4-((R)-2,6-Dioxopiperidin-3-yl)-3,5-difluorophenyl)-4,4-dimethylpyrrolidine-3-carboxylic acid